hexamethylene 1,6-bis(thiosulphate), disodium salt [Na+].[Na+].S(=S)(=O)(OCCCCCCOS(=S)(=O)[O-])[O-]